N-(1-(2-(2-ethoxypyridin-4-yl)thiazol-5-yl)ethyl)-1-methyl-3-(trifluoromethyl)-1H-pyrazole-5-carboxamide C(C)OC1=NC=CC(=C1)C=1SC(=CN1)C(C)NC(=O)C1=CC(=NN1C)C(F)(F)F